C(=O)(O)CCC1=CC=C(C=C1)CCC(=O)O 1,4-bis(2-carboxyethyl)benzene